The molecule is an O-acylcarnitine having 3-hydroxylinoleoyl as the acyl substituent. It has a role as a metabolite. It is an O-acylcarnitine, a carboxylic ester and an ammonium betaine. It derives from a carnitine. CCCCC/C=C\\C/C=C\\CCCCCC(CC(=O)OC(CC(=O)[O-])C[N+](C)(C)C)O